2-amino-3-(4-(tert-butoxycarbonyl)-2-chlorophenyl)propanoic acid NC(C(=O)O)CC1=C(C=C(C=C1)C(=O)OC(C)(C)C)Cl